C1(=CC=CC=C1)C1=CC(=CN1)C1=NC(=NC=C1C(F)(F)F)NC1CNCCC1 4-(5-phenyl-1H-pyrrol-3-yl)-N-(piperidin-3-yl)-5-(trifluoromethyl)pyrimidin-2-amine